FC1=C(C=C(C=C1)C=1C=CC=2N(N1)C(=CN2)C2=NC=CC(=C2C#N)OC([2H])([2H])[2H])O[C@H](CN2N=NN=C2)C 2-[6-(4-fluoro-3-{[(2S)-1-(1H-tetrazol-1-yl)propan-2-yl]oxy}phenyl)imidazo[1,2-b]pyridazin-3-yl]-4-(methoxy-d3)pyridine-3-carbonitrile